Sodium N-(2-ethoxycarbonylphenyl)sulfamate C(C)OC(=O)C1=C(C=CC=C1)NS([O-])(=O)=O.[Na+]